2-(3,4-dichlorophenyl)-1-methyl-piperazine ClC=1C=C(C=CC1Cl)C1N(CCNC1)C